OC(C)(C)C1CCC(CC1)OC[C@H]1[C@H](CCC2=CC=C(C(N12)=O)C)NS(=O)(=O)C |r| rac-N-[(3S,4R)-4-({[(1s,4S)-4-(2-hydroxypropan-2-yl)cyclohexyl]oxy}methyl)-7-methyl-6-oxo-1,3,4,6-tetrahydro-2H-quinolizin-3-yl]methanesulfonamide